S(OC1=CC=C(C=C1)\N=N\C1=CC=C(C=C1)C(=O)N1CCC(CC1)=O)(=O)(=O)F (E)-4-((4-(4-oxopiperidine-1-carbonyl)phenyl)diazenyl)phenyl sulfurofluoridate